ClC1=CC=C(C=C1)C=1N=C2N(C=CC=C2)C1CN1C2CN(CC1CC2)C(=O)C2=C(C=CC=C2)OC (8-{[2-(4-chlorophenyl)imidazo[1,2-a]pyridin-3-yl]methyl}-3,8-diazabicyclo[3.2.1]oct-3-yl)-(2-methoxyphenyl)methanone